[1,4]oxazepan-3-ol hydrochloride Cl.O1CC(NCCC1)O